acryloxydecyl dihydrogen thiophosphate P(=S)(OCCCCCCCCCCOC(C=C)=O)(O)O